C(C)(C)C1(N=C(NC1=O)C1=C(C(=O)O)C=C(C=N1)COC)C 2-(4-isopropyl-4-methyl-5-oxo-2-imidazolin-2-yl)-5-methoxymethylnicotinic acid